7-[(3S,4R)-4-(4-fluoro-N-methyl-anilino)-3-methyl-1-piperidyl]-2,4-dimethyl-5-oxo-thiazolo[5,4-b]pyridine-6-carbonitrile FC1=CC=C(N(C)[C@H]2[C@H](CN(CC2)C=2C3=C(N(C(C2C#N)=O)C)SC(=N3)C)C)C=C1